FC([C@@](C(=O)O)(NC=1C2=C(N=C(N1)C1=CC=NC=C1)C=NC=C2)C)(F)F (2R)-3,3,3-trifluoro-2-methyl-2-{[2-(pyridin-4-yl)pyrido[3,4-d]Pyrimidin-4-yl]Amino}propanoic acid